NC1C(N(C2=C(C(C1)(F)F)C=C(C(=C2)C=2OC(=NN2)N2CCOC1(CC1)C2)F)CC2=CC=C(C=C2)C2=NOC(=N2)C(F)(F)F)=O 3-amino-5,5,7-trifluoro-8-[5-(4-oxa-7-azaspiro[2.5]octan-7-yl)-1,3,4-oxadiazol-2-yl]-1-[[4-[5-(trifluoromethyl)-1,2,4-oxadiazol-3-yl]phenyl]methyl]-3,4-dihydro-1-benzazepin-2-one